FC1=CC(=CC2=C1NC(=N2)C2=CC(=NN2C)NC(=O)C=2C=NC(=CC2)N2CCN(CC2)C2COC2)OC N-[5-(7-fluoro-5-methoxy-1H-benzimidazol-2-yl)-1-methyl-pyrazol-3-yl]-6-[4-(oxetan-3-yl)piperazin-1-yl]pyridine-3-carboxamide